C1(CCCCC1)OC1=CC(=C(C=C1)C)[N+](=O)[O-] 4-(cyclohexyloxy)-1-methyl-2-nitrobenzene